tert-butyl N-[2-[2-[2-[2-[2-(3-bromo cyclobutoxy)ethoxy] ethoxy]ethoxy]ethoxy]ethyl]-N-methyl-carbamate BrC1CC(C1)OCCOCCOCCOCCOCCN(C(OC(C)(C)C)=O)C